C(C1=CC=CC=C1)NC(CN)C N2-benzylpropane-1,2-diamine